OC1=C(C=CC(=C1)OCC1=CC=CC=C1)C(\C=C/C1=CC=C(C=C1)OC)=O (Z)-1-(2-Hydroxy-4-phenylmethoxyphenyl)-3-(4-methoxyphenyl)prop-2-en-1-one